C(CC)[Si](C=1C=C(C=CC1)P(N(P(C1=CC=C(C=C1)[Si](CCCC)(CCCC)CCCC)C1=CC=C(C=C1)[Si](CCCC)(CCCC)CCCC)C1CC2=CC=CC=C2CC1)C1=CC(=CC=C1)[Si](CCC)(CCC)CCC)(CCC)CCC N-(bis(3-(tripropylsilyl)phenyl)phosphaneyl)-N-(1,2,3,4-tetrahydronaphthalen-2-yl)-1,1-bis(4-(tributylsilyl)phenyl)phosphanamine